(3R,4S)-3-METHYL-4-(2-PYRIMIDINYLSULFONYL)PENTANOIC ACID C[C@H](CC(=O)O)[C@H](C)S(=O)(=O)C1=NC=CC=N1